OCCCOC1=CC=C(C=C1)\C=C\C(=O)C1=CC=CC=C1 4-(3-Hydroxypropyloxy)-chalcone